5-chloro-2-(4-methoxybenzyl)-4-(trifluoromethyl)pyridazin-3(2H)-one ClC1=C(C(N(N=C1)CC1=CC=C(C=C1)OC)=O)C(F)(F)F